C(CCCCCCC\C=C/CCCCCCCC)(=O)OCCOC(CCCCCCC\C=C/CCCCCCCC)=O.[Ti] titanium ethylene dioleate